ClC=1C=CC2=C([C@@H](C[C@@H](O2)C(=O)NC23CC(C2)(C3)C=3N=C(SC3)O[C@@H]3C[C@@H](C3)C#N)O)C1 (2R,4R)-6-chloro-N-[3-(2-{[cis-3-cyanocyclobutyl]oxy}-1,3-thiazol-4-yl)bicyclo[1.1.1]pent-1-yl]-4-hydroxy-3,4-dihydro-2H-1-benzopyran-2-carboxamide